EPOXYOXETANE O1C2C(C1)O2